O=C1C2=CC(=CC=C2C2CCCCC12)NC(C(C)(C)C)=O N-(9-oxo-2,3,4,4a,9,9a-hexahydro-1H-fluoren-7-yl)pivaloamide